COC=1C=C(CNC(C(O)[C@H]2N(CC(C2)(F)F)C(=O)OC(C)(C)C)=O)C=CC1OC tert-butyl (2S)-2-(2-((3,4-dimethoxybenzyl)amino)-1-hydroxy-2-oxoethyl)-4,4-difluoropyrrolidine-1-carboxylate